N-(3,3-dimethylbutyl)nonane-1,9-diamine CC(CCNCCCCCCCCCN)(C)C